N-[2-[4-(diphenylmethyl)-1-piperazinyl]-5-(methylsulfonyl)phenyl]-N-phenyl-urea C1(=CC=CC=C1)C(N1CCN(CC1)C1=C(C=C(C=C1)S(=O)(=O)C)N(C(=O)N)C1=CC=CC=C1)C1=CC=CC=C1